4-amino-3-(4-bromophenyl)-1-cyclopentyl-1,6-dihydro-7H-pyrrolo[2,3-d]pyridazin-7-one NC=1C2=C(C(NN1)=O)N(C=C2C2=CC=C(C=C2)Br)C2CCCC2